FC1CC(NC1)C(=O)OCC1=CC=CC=C1 benzyl 4-fluoropyrrolidine-2-carboxylate